C(C)(C)(C)OC(=O)N1[C@@H]([C@@H](CC1)O)C(NC1=C(C=CC(=C1)C)CC=C)=O (2S,3R)-2-((2-allyl-5-methylphenyl)carbamoyl)-3-hydroxypyrrolidine-1-carboxylic acid tert-butyl ester